C1=CC(=CC=C1O)O para-Hydroquinone